COC=1C=C(C(=O)OC)C=CC1NS(=O)(=O)C1=CC=C(C=C1)C1=CN=CS1 methyl 3-methoxy-4-((4-(thiazol-5-yl)phenyl)sulfonamido)benzoate